5-(4-heptyl-phenyl)-pyrazoline C(CCCCCC)C1=CC=C(C=C1)C1C=CNN1